COC=1C=C(C=C2C(C3=CC=CC=C3C2=O)=O)C=CC1OC (3,4-dimethoxybenzylidene)-1H-indene-1,3(2H)-dione